O=C1NC2(C(N1)=O)C(CCC2)CC2N(CCN(C2)C2=CC=C(C=C2)F)S(=O)(=O)N ((2,4-dioxo-1,3-diazaspiro[4.4]nonan-6-yl)methyl)-4-(4-fluorophenyl)piperazine-1-sulfonamide